NC1=CC=C(C=C1)COC(C)(C)OCC1=CC=C(C=C1)N 2,2-bis(4-aminophenyl)methoxypropane